(+/-)-1-(3,4-dimethoxybenzyl)-6,7-dimethoxy-1,2,3,4-tetrahydroisoquinoline COC=1C=C(C[C@H]2NCCC3=CC(=C(C=C23)OC)OC)C=CC1OC |r|